C(C)(=O)C1=NN(C2=C(C=C(C=C12)C=1C=NC(=NC1)C)C)CC(=O)N1[C@@H]2C[C@@]2(C[C@H]1C(=O)NCCCCCCC)C (1R,3S,5R)-2-(2-(3-acetyl-7-methyl-5-(2-methylpyrimidin-5-yl)-1H-indazol-1-yl)acetyl)-N-heptyl-5-methyl-2-azabicyclo[3.1.0]hexane-3-carboxamide